ruthenium iridium chlorine [Cl].[Ir].[Ru]